CCC(C)(C)C(C)CC[C@@H](C)[C@H]1CC[C@@H]2[C@@]1(CC[C@H]3[C@H]2C[C@@H]([C@@H]4[C@@]3(C[C@@H]([C@H](C4)OS(=O)(=O)[O-])OS(=O)(=O)[O-])C)OS(=O)(=O)[O-])C.[Na+].[Na+].[Na+] The molecule is an organic sodium salt that is the trisodium salt of halistanol sulfonic acid F. Isolated from the marine sponge Pseudaxinyssa digitata, it exhibits anti-HIV activity. It has a role as a metabolite, an anti-HIV-2 agent and an anti-HIV-1 agent. It contains a halistanol sulfate F(3-).